2-(2-bromo-5-ethyl-7-oxo-6-(piperazin-1-yl)-[1,2,4]triazolo[1,5-a]pyrimidin-4(7H)-yl)-N-(2-fluoro-4-(trifluoromethyl)phenyl)acetamide hydrochloride Cl.BrC1=NN2C(N(C(=C(C2=O)N2CCNCC2)CC)CC(=O)NC2=C(C=C(C=C2)C(F)(F)F)F)=N1